1-(3-(4-amino-3-(4-phenoxyphenyl)-1H-pyrazolo[3,4-d]pyrimidin-1-yl)piperidin-1-yl)-3-(2-fluorophenyl)prop-2-en-1-one NC1=C2C(=NC=N1)N(N=C2C2=CC=C(C=C2)OC2=CC=CC=C2)C2CN(CCC2)C(C=CC2=C(C=CC=C2)F)=O